FC(C=1C=C(C=CC1)B(O)O)(F)F 3-(TRIFLUOROMETHYL)PHENYLBORONIC ACID